(Z)-1-(3-(2-isopropyl-5-methylphenyl)-4-oxothiazolidin-2-ylidene)-3-(4-(1-(4-(trifluoromethoxy)phenyl)-1H-1,2,4-triazol-3-yl)-2-(trifluoromethyl)phenyl)urea C(C)(C)C1=C(C=C(C=C1)C)N1/C(/SCC1=O)=N/C(=O)NC1=C(C=C(C=C1)C1=NN(C=N1)C1=CC=C(C=C1)OC(F)(F)F)C(F)(F)F